CC=1N=C(SC1C)[C@H](C)NC1=CC(=NC=2N1N=CC2C(C)C)NC[C@@H]2[C@H](CNCC2)O (3R,4R)-4-(((7-(((S)-1-(4,5-Dimethylthiazol-2-yl)ethyl)amino)-3-isopropyl-pyrazolo[1,5-a]pyrimidin-5-yl)amino)methyl)piperidin-3-ol